(1R,5S,6r)-N-(2-Methyl-1-((3-methylpyridin-2-yl)oxy)propan-2-yl)-3-tosyl-3-azabicyclo[3.1.0]hexane-6-carboxamide CC(COC1=NC=CC=C1C)(C)NC(=O)C1[C@H]2CN(C[C@@H]12)S(=O)(=O)C1=CC=C(C)C=C1